FC(C1=CC(=NN1CC(=O)N1CCC(CC1)C1=CC(=NC=C1)C(=O)NC1CCCC2=CC=CC=C12)C(F)(F)F)F 4-[1-[2-[5-(difluoromethyl)-3-(trifluoro-methyl)pyrazol-1-yl]acetyl]-4-piperidyl]-N-tetralin-1-yl-pyridine-2-carboxamide